BrC1=C(N=NC(=C1)C(C(F)(F)F)(F)F)NC 4-bromo-N-methyl-6-(1,1,2,2,2-pentafluoroethyl)pyridazin-3-amine